(S)-7-amino-(1-ethyl-4-(2-methylquinolin-6-yl)-1H-imidazol-2-yl)-1-(oxazol-2-yl)heptan-1-one NCCCCC[C@H](C(=O)C=1OC=CN1)C=1N(C=C(N1)C=1C=C2C=CC(=NC2=CC1)C)CC